(R)-6,8-difluoro-4-oxo-1-phenyl-7-(2-((pyridin-2-yloxy)methyl)pyrrolidin-1-yl)-1,4-dihydro-quinoline-3-carboxylic acid FC=1C=C2C(C(=CN(C2=C(C1N1[C@H](CCC1)COC1=NC=CC=C1)F)C1=CC=CC=C1)C(=O)O)=O